(1-(2,7-dichloro-8-fluoropyrido[4,3-d]pyrimidin-4-yl)piperidin-4-yl)methanol ClC=1N=C(C2=C(N1)C(=C(N=C2)Cl)F)N2CCC(CC2)CO